FC=1C=C(C=C(C1C)NC(=O)C1=CN=C2N1C=C(C=C2)N2CCNCC2)C2=NOC(=N2)C2CN(C2)C(=O)OC methyl 3-(3-(3-fluoro-4-methyl-5-(6-(piperazin-1-yl)imidazo[1,2-a]pyridine-3-carboxamido)phenyl)-1,2,4-oxadiazol-5-yl)azetidine-1-carboxylate